2-(1,5,5-trimethyl-2-cyclopentenyl)ethyl acetate C(C)(=O)OCCC1(C=CCC1(C)C)C